Cl.C(C)N1CCN(CC1)C=1C=CC(=NC1)NC1=NC=C(C(=N1)C=1C=C2C=CC(=NC2=C(C1)F)C)F N-(5-(4-ethylpiperazin-1-yl)pyridin-2-yl)-5-fluoro-4-(8-fluoro-2-methylquinolin-6-yl)pyrimidin-2-amine hydrochloride